C1(=CC=CC=C1)C=1C=C(C=NC1)C1=NOC(C1)C(=O)N 3-(5-phenylpyridin-3-yl)-4,5-dihydroisoxazole-5-carboxamide